N-(4-{[6-(5-chloro-2-fluorophenyl)pyridazin-4-yl]amino}pyridin-2-yl)-3-[methyl(oxetan-3-yl)amino]propanamide ClC=1C=CC(=C(C1)C1=CC(=CN=N1)NC1=CC(=NC=C1)NC(CCN(C1COC1)C)=O)F